N-(4-((4-fluorobenzyl)amino)phenyl)heptanamide FC1=CC=C(CNC2=CC=C(C=C2)NC(CCCCCC)=O)C=C1